1-chloro-1,2,2,3-tetrafluoropropane ClC(C(CF)(F)F)F